OC1=C(C=CC(=C1)O)C(\C=C\C1=CC(=C(C=C1)O)O)=O (E)-1-(2,4-Dihydroxy-phenyl)-3-(3,4-dihydroxyphenyl)prop-2-en-1-one